N-(quinolin-8-yl)pyrimidine-4-sulfonamide N1=CC=CC2=CC=CC(=C12)NS(=O)(=O)C1=NC=NC=C1